ClC=1C=C(C=CC1)[C@@H](CO)NC(=O)C=1C=NN(C1)C1=NC(=NC=C1)NC1=CC=CC=C1 (S)-N-(1-(3-chlorophenyl)-2-hydroxyethyl)-1-(2-(phenylamino)pyrimidin-4-yl)-1H-pyrazole-4-carboxamide